O1N=CC(=C1)C(=O)N1CCC(CC1)N1C=C2C=NN=C(C2=CC1=O)C 6-(1-(isoxazole-4-carbonyl)piperidin-4-yl)-1-methylpyrido[3,4-d]pyridazin-7(6H)-one